O=C1NC(CCC1N1C(C2=CC=CC(=C2C1)SCCOCCOCCOCCOCCC(=O)N(C)CCOC1=CC=C(C=C1)\C(=C(\CC)/C1=CC=CC=C1)\C1=CC=CC=C1)=O)=O (Z)-1-((2-(2,6-dioxopiperidin-3-yl)-1-oxoisoindolin-4-yl)thio)-N-(2-(4-(1,2-diphenylbut-1-en-1-yl)phenoxy)ethyl)-N-methyl-3,6,9,12-tetraoxapentadecane-15-amide